4-((R)-5-((S)-2-(4-chlorophenyl)-3-(isopropylamino)propionyl)-4-methyl-5,6-dihydropyrrolo[3,4-c]pyrazol-2(4H)-yl)-5,5-dimethyl-5,7-dihydro-6H-pyrrolo[2,3-d]pyrimidin-6-one ClC1=CC=C(C=C1)[C@H](C(=O)N1CC2=NN(C=C2[C@H]1C)C=1C2=C(N=CN1)NC(C2(C)C)=O)CNC(C)C